tert-butyl (S)-2-(((2-amino-5-(tert-butoxycarbonyl)phenyl)amino)methyl)azetidine-1-carboxylate NC1=C(C=C(C=C1)C(=O)OC(C)(C)C)NC[C@H]1N(CC1)C(=O)OC(C)(C)C